α-acetylserine C(C)(=O)[C@](N)(CO)C(=O)O